C(C)(C)(C)C=1C=CC2=C(C3=CC=CC=C3C=C2C1)OC(=O)CC(C(=O)O)CCCCCCCCCCCCCCCC 3-(tert-butyl)-9-(2-n-hexadecyl-2-carboxyethyl)carbonyloxyanthracene